BrC=1NC(=NN1)N1C=C(C2=CC=C(C(=C12)Cl)Cl)C=1C=NNC1 (5-bromo-4H-1,2,4-triazol-3-yl)-6,7-dichloro-3-(1H-pyrazol-4-yl)-1H-indole